3,5-bis(2-fluorobenzylidene)-N-(4-acetamidobenzenesulfonyl)-4-piperidone FC1=C(C=C2CN(CC(C2=O)=CC2=C(C=CC=C2)F)S(=O)(=O)C2=CC=C(C=C2)NC(C)=O)C=CC=C1